5-[5'-amino-2',4'-difluoro-2-(trifluoromethyl)biphenyl-4-yl]-3,6-dihydro-2H-1,3,4-oxadiazin-2-one NC=1C(=CC(=C(C1)C1=C(C=C(C=C1)C1=NNC(OC1)=O)C(F)(F)F)F)F